ClC=1N=C(C2=C(N1)SC(=C2)C)NC2=NNC(=C2)C 2-chloro-6-methyl-N-(5-methyl-1H-pyrazol-3-yl)thieno[2,3-d]pyrimidin-4-amine